BrC1=CC(=C(CN2C(=NC(=C2)C)C)C=C1)F (4-bromo-2-fluorobenzyl)-2,4-dimethyl-1H-imidazole